ClC1=C(C=C(C(=C1)Cl)OCCOCCOC)NC(=O)N[C@@H](C)C=1N(N=CN1)C1=NC=CC=N1 1-[2,4-dichloro-5-[2-(2-methoxyethoxy)ethoxy]phenyl]-3-[(1S)-1-(2-pyrimidin-2-yl-1,2,4-triazol-3-yl)ethyl]urea